CC1=CC=C(N=N1)NC1=CC2=C(N=CN2COCC[Si](C)(C)C)C=C1OC1COC1 N-(6-methyl-pyridazin-3-yl)-6-(oxetan-3-yloxy)-3-(2-trimethylsilylethoxymethyl)benzimidazol-5-amine